C1(CC1)S(=O)(=O)NC1=CC(=NC=C1)[C@@H](C[C@@H]1NCCCC1)NC(=O)C=1SC(=CN1)C1=NC(=CN=C1)OCC N-((R)-1-(4-(cyclopropanesulfonamido)pyridin-2-yl)-2-((R)-piperidin-2-yl)ethyl)-5-(6-ethoxypyrazin-2-yl)thiazole-2-carboxamide